allyl-benzene C(C=C)C1=CC=CC=C1